P(=O)(O)(O)CNCP(=O)(O)O bis-(phosphonomethyl)amine